C(C)(C)(C)OC(=O)N1CC2(C1)CC(C2)OC2=C1C=CN(C(C1=C(C=C2)Cl)=O)C tert-butyl-6-[(8-chloro-2-methyl-1-oxo-5-isoquinolyl)oxy]-2-azaspiro[3.3]heptane-2-carboxylate